5-(4-(hexyloxy)-1,2,5-thiadiazol-3-yl)-1-methyl-1,2,3,6-tetrahydropyridin-1-ium iodide [I-].C(CCCCC)OC=1C(=NSN1)C1=CCC[NH+](C1)C